N1=C(C=CC=C1)C1=NOC(=N1)C=O [3-(pyridin-2-yl)-1,2,4-oxadiazol-5-yl]methanone